C(C=C)N1N(C2=NC(=NC=C2C1=O)NC1=CC2=C(N=C(S2)C)C=C1)C1=NC(=CC=C1)OC1CCNCC1 2-allyl-6-(2-methyl-1,3-benzothiazol-6-ylamino)-1-[6-(4-piperidyloxy)-2-pyridyl]-1,2-dihydro-3H-1,2,5,7-tetraazainden-3-one